1,2,3-Trimercaptopropan SCC(CS)S